C(C)(C)(C)OC(=O)[C@@H]1C[C@H](C1)OCC#C trans-tert-butyl-3-(prop-2-yn-1-yl oxy)cyclobutane-1-carboxylate